5-acetyl-3-chloro-7-methyl-quinoline-2-carbonitrile C(C)(=O)C1=C2C=C(C(=NC2=CC(=C1)C)C#N)Cl